CC1=C2C=C(C=NC2=CC=C1)C=1NC(C=2N(C1)N=C(C2C(F)(F)F)C(=O)OCC)=O ethyl 6-(5-methylquinolin-3-yl)-4-oxo-3-(trifluoromethyl)-4,5-dihydropyrazolo[1,5-a]-pyrazine-2-carboxylate